C1(=CC=CC=C1)SCC=1N=CN(C1)C1=CC=C(C#N)C=C1 4-(4-((phenylthio)methyl)-1H-imidazol-1-yl)benzonitrile